but-2-ynoyl chloride C(C#CC)(=O)Cl